C(CCOCCCCOCCCN)N 4,9-Dioxadodecane-1,12-diamine